N-[1-[4-chloro-2-[4-[(2,4-dimethoxyphenyl)methylamino]cinnolin-7-yl]phenyl]pyrazol-4-yl]methanesulfonamide ClC1=CC(=C(C=C1)N1N=CC(=C1)NS(=O)(=O)C)C1=CC=C2C(=CN=NC2=C1)NCC1=C(C=C(C=C1)OC)OC